C(C)[Zn]CC diethyl-zinc (Ii)